1-[4-cyclopropyl-3-(cyclopropylmethoxy)benzoyl]-4,4-difluoro-L-prolinamide C1(CC1)C1=C(C=C(C(=O)N2[C@@H](CC(C2)(F)F)C(=O)N)C=C1)OCC1CC1